[Na+].P([O-])([O-])[O-].[Na+].[Na+] phosphorous acid, sodium salt